CC1=C(C(=O)OOC(C2=C(C=CC=C2)C)=O)C=CC=C1 di(2-methylbenzoyl) peroxide